BrC1=C(C=C2C=CN(C2=C1)S(=O)(=O)C1=CC=CC=C1)F 6-bromo-5-fluoro-1-(phenylsulfonyl)-1H-indole